4-Morpholino-N-(4-(4-(pyridin-2-yl)piperazin-1-yl)phenyl)benzamid O1CCN(CC1)C1=CC=C(C(=O)NC2=CC=C(C=C2)N2CCN(CC2)C2=NC=CC=C2)C=C1